methyl 7-(cyclopropylmethyl)-2-methoxy-7H-pyrrolo[2,3-d]pyrimidine-6-carboxylate C1(CC1)CN1C(=CC2=C1N=C(N=C2)OC)C(=O)OC